(3-chlorophenyl)-4-{3-(4-chlorophenyl)-1-[2-(4-morpholinyl)ethyl]ureido}benzamide ClC=1C=C(C=CC1)C1=C(C(=O)N)C=CC(=C1)N(C(=O)NC1=CC=C(C=C1)Cl)CCN1CCOCC1